Trimethylsilyl-N,N-dimethylcarbamate C[Si](C)(C)OC(N(C)C)=O